1H-cyclopenta[c]pyrrole-1-carboxylate C1(NC=C2C1=CC=C2)C(=O)[O-]